F[C@@H]1CN(CC[C@@H]1NC1=NN2C(C(=N1)OC([2H])([2H])[2H])=C(C(=C2)F)C=2C=CC1=C(N(N=N1)CCF)C2)C(CO)=O 1-((3R,4S)-3-fluoro-4-((6-fluoro-5-(1-(2-fluoroethyl)-1H-benzo[d][1,2,3]triazol-6-yl)-4-(methoxy-d3)pyrrolo[2,1-f][1,2,4]triazin-2-yl)amino)piperidin-1-yl)-2-hydroxyethan-1-one